(E)-4-chloro-2-fluoro-N-(2-methoxy-5-(4-(4-(4-oxopent-2-enoyl)piperazin-1-yl)quinazolin-6-yl)pyridin-3-yl)benzene-sulfonamide ClC1=CC(=C(C=C1)S(=O)(=O)NC=1C(=NC=C(C1)C=1C=C2C(=NC=NC2=CC1)N1CCN(CC1)C(\C=C\C(C)=O)=O)OC)F